COC(=O)C1=NC(=NC2=CC=CC=C12)CBr 2-(bromomethyl)quinazoline-4-carboxylic acid methyl ester